C1(CC1)C1=NN=C(O1)C(=O)N1[C@H](C2=C(CC1)NC=N2)C2=NN1C(C(=CC=C1)OC(F)F)=C2 (R)-(5-cyclopropyl-1,3,4-oxadiazol-2-yl)(4-(4-(difluoromethoxy)pyrazolo[1,5-a]pyridin-2-yl)-6,7-dihydro-1H-imidazo[4,5-c]pyridin-5(4H)-yl)methanone